ClC=1C=C2CC[C@H](C2=CC1)NC(=O)[C@@H]1C(C[C@@H]2SCC[C@@H](C(N21)=O)NC([C@H](C)NC)=O)(C)C (4S,7S,9aS)-N-((R)-5-chloro-2,3-dihydro-1H-inden-1-yl)-8,8-dimethyl-4-((S)-2-(methylamino)propanamido)-5-oxooctahydropyrrolo[2,1-b][1,3]thiazepine-7-carboxamide